2-[1-[2,6-difluoro-4-(2-isopropylthio-3-pyridinyl)phenyl]azetidin-3-yl]acetic acid FC1=C(C(=CC(=C1)C=1C(=NC=CC1)SC(C)C)F)N1CC(C1)CC(=O)O